(S)-1-methyl-2,6-dioxo-N-(4-((4-(4-(trifluoromethyl)piperidin-1-yl)phenyl)amino)benzyl)hexahydropyrimidine-4-carboxamide CN1C(N[C@@H](CC1=O)C(=O)NCC1=CC=C(C=C1)NC1=CC=C(C=C1)N1CCC(CC1)C(F)(F)F)=O